C(C)(C)C(=O)NS N-isopropylcarbonyl-sulfenamide